C(CCCCCCCCCCCCCCCCC)N(C(=O)N(C1=CC=CC=C1)C(C)(C)C)CCCCCCCCCCCCCCCCCC 1,1-di-n-octadecyl-3-t-butyl-3-phenylurea